6-phenyl-5,6,7,8-tetrahydronaphthalene-2-ol C1(=CC=CC=C1)C1CC=2C=CC(=CC2CC1)O